C(CCCCCCCCCCC)(=O)OCC(=O)NCC1=C(C=C(C(=C1)OC)O)I 2-((4-hydroxy-2-iodo-5-methoxybenzyl) amino)-2-oxoethyl dodecanoate